FC=1C=C(C=C(C1)F)C1CC=NN1C(=O)N1C2(CC2)CN(CC1)C1=CC(=NC=N1)C#N 6-(4-(5-(3,5-difluorophenyl)4,5-dihydro-1H-pyrazole-1-carbonyl)-4,7-diazaspiro[2.5]oct-7-yl)pyrimidine-4-carbonitrile